cis-1-chloro-2,3,3,3-tetrafluoropropene ClC=C(C(F)(F)F)F